Diethylene glycol methyl normal propyl ether C(CC)OCCOCCOC